N-(1-methylbenzoyl)-glycine, sodium salt [Na+].CC1(C(=O)NCC(=O)[O-])CC=CC=C1